FC1=CC=C2C(=C(C(=C(C2=C1)OC)CC=1C=NC(=NC1)C(F)(F)F)C)OC 5-((7-fluoro-1,4-dimethoxy-3-methylnaphthalen-2-yl)methyl)-2-(trifluoromethyl)pyrimidine